CC1=C(C(=O)N2C3=C(C(C(CC2)C(=O)O)=O)C=CC=C3)C=CC(=C1)N1N=C(C=C1)C 1-(2-methyl-4-(3-methyl-1H-pyrazole-1-yl)benzoyl)-5-oxo-2,3,4,5-tetrahydro-1H-benzo[b]azepine-4-carboxylic acid